3-bromo-2,6-dioxopiperidine-1-carboxylic acid tert-butyl ester C(C)(C)(C)OC(=O)N1C(C(CCC1=O)Br)=O